C(C)(C)(C)OC(=O)NCC(CN1N(C2=CC=CC=C2C1)C)=CNC(=O)OC(C)(C)C 2-(3-((tert-butoxycarbonyl)amino)-2-(((tert-butoxycarbonyl)amino)methylYl)-propyl)-1-methyl-2H-indazol